Cl.Cl.N[C@@H](C)C(=O)N1C2CN[C@](CC1)(C2CCCB2O[C@@]1([C@H](O2)C[C@H]2C([C@@H]1C2)(C)C)C)C(=O)OC methyl (5R)-2-(L-alanyl)-8-(3-((3aS,4S,6S,7aR)-3a,5,5-trimethylhexahydro-4,6-methanobenzo[d][1,3,2]dioxaborol-2-yl)propyl)-2,6-diazabicyclo[3.2.1]octane-5-carboxylate dihydrochloride